NC=1N=CC(=NC1OC=1C=NN(C1)C1CCN(CC1)C)C=1C=C(C=C(C1)C)[C@@]1(COCC1)O ((S)-3-(3-(5-amino-6-((1-(1-methylpiperidin-4-yl)-1H-pyrazol-4-yl)oxy)pyrazin-2-yl)-5-methylphenyl)tetrahydrofuran-3-ol)